5-chloro-N2-(2-methoxy-4-(4-(4-methylpiperazin-1-yl)piperidin-1-yl)phenyl)-N4-phenylpyrimidine-2,4-diamine ClC=1C(=NC(=NC1)NC1=C(C=C(C=C1)N1CCC(CC1)N1CCN(CC1)C)OC)NC1=CC=CC=C1